FC1C(C1)C(=O)NC=1N=C2N(C=C(C=C2)C2=C(C(=CC=C2C)F)C)C1 2-fluoro-N-(6-(3-fluoro-2,6-dimethylphenyl)imidazo[1,2-a]pyridin-2-yl)cyclopropane-1-carboxamide